C=CCCCC hex-ene